4-(4-((1-(((2R,3S,4R,5R)-6-Amino-2,3,4,5-tetrahydroxyhexanoyl)glycyl)piperidin-4-yl)methyl)phenyl)-5-(2,4-dihydroxy-5-isopropylphenyl)-N-ethyl-4H-1,2,4-triazole-3-carboxamide NC[C@H]([C@H]([C@@H]([C@H](C(=O)NCC(=O)N1CCC(CC1)CC1=CC=C(C=C1)N1C(=NN=C1C1=C(C=C(C(=C1)C(C)C)O)O)C(=O)NCC)O)O)O)O